ClC=1C=C(C=CC1)C(C)OC(=O)N[C@H](C(=O)N[C@@H](CCC(N(CCC1=CC=CC=C1)C)=O)C(=O)OC)CC1CCCCC1 methyl N2-((2S)-2-(((1-(3-chlorophenyl)ethoxy)carbonyl)amino)-3-cyclohexylpropanoyl)-N5-methyl-N5-phenethyl-L-glutaminate